N-(2-(6-(2,4-difluorophenyl)-1-oxoisoindolin-5-yl)phenyl)-1-methyl-1H-pyrazole-4-sulfonamide FC1=C(C=CC(=C1)F)C1=C(C=C2CNC(C2=C1)=O)C1=C(C=CC=C1)NS(=O)(=O)C=1C=NN(C1)C